2-(5-amino-2-(3-methylpyrazin-2-yl)-7H-pyrazolo[4,3-e][1,2,4]triazolo[1,5-c]pyrimidin-7-yl)-N-((3-hydroxyoxetan-3-yl)methyl)-2-phenylpropanamide NC1=NC2=C(C=3N1N=C(N3)C3=NC=CN=C3C)C=NN2C(C(=O)NCC2(COC2)O)(C)C2=CC=CC=C2